OC1=C(C=C(C=C1I)C(=O)C1=C(OC2=C1C=CC=C2)CCCC)I (2-butyl-1-benzofuran-3-yl) (4-hydroxy-3,5-diiodophenyl) ketone